FC1([C@@H](CNCC1)NC(=O)C=1OC2=C(C1)C=CC=C2C2=C(C=CC=C2)OCCC)F |o1:2| (R or S)-N-(4,4-difluoro-3-piperidyl)-7-(2-propoxyphenyl)benzofuran-2-carboxamide